3-(4-(benzyloxy)-1H-indol-3-yl)pyrrolidine-2,5-dione C(C1=CC=CC=C1)OC1=C2C(=CNC2=CC=C1)C1C(NC(C1)=O)=O